N1CC(C1)C[NH+]1CCNCC1 (azetidin-3-ylmethyl)piperazin-1-ium